Methyl (S)-3-amino-3-(2'-hydroxy-6'-methyl-[1,1'-biphenyl]-3-yl)propanoate hydrochloride Cl.N[C@@H](CC(=O)OC)C=1C=C(C=CC1)C1=C(C=CC=C1C)O